4,4'-[(2-hydroxyphenyl)methylene]bis(2-isopropylphenol) OC1=C(C=CC=C1)C(C1=CC(=C(C=C1)O)C(C)C)C1=CC(=C(C=C1)O)C(C)C